C(C=C\C=C\C=C/C=C\C=C/C=C\CCCCCCCCC)(=O)O 5E,7Z,10Z,13Z,15E,19Z-docosahexaenoic acid